BrC[Si](OCC)(OCC)OCC 1-bromomethyl-triethoxysilane